C(C)(C)(C)OC(=O)NC(C(=O)OC)C1CCN=C(C1)SC methyl 2-((tert-butoxycarbonyl)amino)-2-(6-(methylthio)-2,3,4,5-tetrahydropyridin-4-yl)acetate